S(=O)(=O)(O)C1=CC=C(C)C=C1.C(C)OC([C@@H](NC(C1=CC=C(C=C1)CCC1=CNC=2N=C(NC(C21)=O)NC(C)=O)=O)CCC(=O)OCC)=O N-{4-[2-(2-acetamido-4,7-dihydro-4-oxo-3H-pyrrolo[2,3-d]pyrimidin-5-yl)ethyl]benzoyl}-L-glutamic acid diethyl ester tosylate